C1(CCC(N1C(C(=O)[O-])CCCCNC(CCN1C(C=CC1=O)=O)=O)=O)=O succinimidyl-6-(β-maleimidopropionamido)-hexanoate